3-(2-(dimethylamino)ethyl)-6-((4-(2,6-dimethylmorpholino)phenyl)amino)benzo[d]oxazol CN(CCN1COC2=C1C=CC(=C2)NC2=CC=C(C=C2)N2CC(OC(C2)C)C)C